NC(C(=O)O)C(C)C α-amino-isovaleric acid